C(C(C)(C)C)(=O)OC(C)=O acetyl (pivalate)